tert-butyl (4S)-4-(3-chloro-2,6-difluorophenyl)-2-(3-ethoxy-3-oxopropanoyl)pyrrolidine-1-carboxylate ClC=1C(=C(C(=CC1)F)[C@@H]1CC(N(C1)C(=O)OC(C)(C)C)C(CC(=O)OCC)=O)F